(R)-methyl 7-chloro-8-fluoro-4-(3-hydroxy-3-methylpiperidin-1-yl)pyrido[4,3-d]pyrimidine-2-carboxylate ClC1=C(C=2N=C(N=C(C2C=N1)N1C[C@](CCC1)(C)O)C(=O)OC)F